5-chloro-2-(4,4-difluoro-1-hydroxypentyl)benzoic acid ClC=1C=CC(=C(C(=O)O)C1)C(CCC(C)(F)F)O